O[C@@H](CONC(=O)C1=CC=C2C(=CC=NC2=C1)OC1=CC=C(C=C1)NC(=O)C1(CC1)C(=O)NC1=CC=C(C=C1)F)CO 1-N-[4-[7-[[(2R)-2,3-dihydroxypropoxy]carbamoyl]-quinolin-4-yl]oxyphenyl]-1-N'-(4-fluorophenyl)cyclopropane-1,1-dicarboxamide